NC1=C2C(=NC=N1)N(N=C2C2=CC=C(C=C2)OC2=CC=CC=C2)C2CN(CCC2)CCCCC(=O)NC2=C(C=CC=C2)N 5-(3-(4-Amino-3-(4-phenoxyphenyl)-1H-pyrazolo[3,4-d]pyrimidin-1-yl)piperidin-1-yl)-N-(2-aminophenyl)pentanamide